O(CCOCCCCCC(=O)Cl)CCOCCCCCC(=O)Cl 6,6'-((oxybis(ethane-2,1-diyl))bis(oxy))dihexanoyl chloride